6-(fluoromethyl)hexahydroPyrano[3,4-d]imidazole-2(3H)-on FCC1CC2C(NC(N2)=O)CO1